4-((3-Fluoro-2-(N-Methylmethylsulfonamido)phenyl)amino)-6-((6-fluoropyridin-2-yl)amino)-N-methoxynicotinamide FC=1C(=C(C=CC1)NC1=CC(=NC=C1C(=O)NOC)NC1=NC(=CC=C1)F)N(S(=O)(=O)C)C